FC1=C(C=CC(=C1)C)C1=NC(=NC2=NC(=C(N=C12)C)C)[C@@H]1C[C@H](OCC1)C=1C=NN(C1)C 4-(2-fluoro-4-methylphenyl)-6,7-dimethyl-2-((2S,4S)-2-(1-methyl-1H-pyrazol-4-yl)tetrahydro-2H-pyran-4-yl)pteridine